1-(2-Methylcyclopropyl)-3-[1-(2H-1,2,3-triazol-2-yl)cyclopropyl]-1H-pyrazol-5-amine CC1C(C1)N1N=C(C=C1N)C1(CC1)N1N=CC=N1